N-(3-(3,3,3-trifluoro-2-hydroxy-2-methylpropyl)-1,2,4-thiadiazol-5-yl)-2-(trifluoromethyl)-5-(3-(trifluoromethyl)phenyl)furan-3-carboxamide FC(C(CC1=NSC(=N1)NC(=O)C1=C(OC(=C1)C1=CC(=CC=C1)C(F)(F)F)C(F)(F)F)(C)O)(F)F